chromeno[4,3-d]pyrimidinone C1=CC=C2C(=C1)C3=NC(=O)N=CC3=CO2